C1(CC1)S(=O)(=O)C=1C=C(OC[C@H](CN[C@H]2COC3(C2)CCN(CC3)S(=O)(=O)C=3C=NC2=CC(=CC=C2C3O)C)O)C=CC1 3-((R)-3-((S)-3-(3-(cyclopropylsulfonyl)phenoxy)-2-hydroxypropylamino)-1-oxa-8-azaspiro[4.5]decan-8-ylsulfonyl)-7-methylquinolin-4-ol